C(=O)C=1C(=C(N(C1C)C1=CC=CC=C1)C)C(=O)O 4-FORMYL-2,5-DIMETHYL-1-PHENYL-1H-PYRROLE-3-CARBOXYLIC ACID